6-(cyclopropanecarboxamido)-4-((3-(5-(dicyclopropylphosphoryl)-1-methyl-1H-pyrazol-3-yl)-2-methoxyphenyl)amino)nicotinamide C1(CC1)C(=O)NC1=NC=C(C(=O)N)C(=C1)NC1=C(C(=CC=C1)C1=NN(C(=C1)P(=O)(C1CC1)C1CC1)C)OC